6-(3-fluoro-2-isopropylphenyl)-1-(4-(1-methyl-4-(trifluoromethyl)-1H-imidazol-2-yl)benzyl)-1H-pyrazolo[3,4-d]pyrimidine FC=1C(=C(C=CC1)C1=NC=C2C(=N1)N(N=C2)CC2=CC=C(C=C2)C=2N(C=C(N2)C(F)(F)F)C)C(C)C